N-(trans-3-ethyl-1-methylpiperidin-4-yl)-1-(3-methylbenzyl)cyclopropane-1-carboxamide C(C)[C@@H]1CN(CC[C@H]1NC(=O)C1(CC1)CC1=CC(=CC=C1)C)C